C(C1=CC=CC=C1)NC1=NC(=C(C=C1)C1(COCC1)C)CN(C)C N-benzyl-6-((dimethylamino)methyl)-5-(3-methyl-tetrahydrofuran-3-yl)pyridin-2-amine